ClC=1C(=CC2=C(N(C(N=C2N2[C@H](CN(CC2)C(=O)OC(C)(C)C)C)=O)C=2C(=NC=CC2C)S(=O)(=O)C)N1)F (S)-tert-butyl 4-(7-chloro-6-fluoro-1-(4-methyl-2-(methylsulfonyl)pyridin-3-yl)-2-oxo-1,2-dihydropyridino[2,3-d]pyrimidin-4-yl)-3-methylpiperazin-1-carboxylate